ClC=1C=C(C=CC1Cl)C1=CC=C(C=C1)CCC(C(=O)N)(CCC)N(C)C (2-(3',4'-dichloro-[1,1'-biphenyl]-4-yl)ethyl)-2-(dimethylamino)pentanamide